CC1=CC(=CC(=C1O)C)C(C)(C)C2=CC(=C(C(=C2)C)O)C tetramethylbisphenol a